CC(CN1N=NC=C1C)C=1C=C(N)C=CC1 3-[1-methyl-2-(5-methyltriazol-1-yl)ethyl]aniline